FC=1C=C(C=CC1NC1=NC=C2C=CC(=NC2=C1)SC1CCN(CC1)C)N1N=C(C=C1)CO [1-[3-fluoro-4-([2-[(1-methylpiperidin-4-yl)sulfanyl]-1,6-naphthyridin-7-yl]amino)phenyl]pyrazol-3-yl]methanol